1-Methyl-1,2,4-triazole CN1N=CN=C1